9'-[4-(4,6-diphenyl-1,3,5-triazin-2-yl)phenyl]-9,3':6',9''-ter-9H-carbazole C1(=CC=CC=C1)C1=NC(=NC(=N1)C1=CC=CC=C1)C1=CC=C(C=C1)N1C2=CC=C(C=C2C=2C=C(C=CC12)N1C2=CC=CC=C2C=2C=CC=CC12)N1C2=CC=CC=C2C=2C=CC=CC12